CC1=C(C=C(C=C1)CNC)C(=O)N[C@H](C)C1=CC(=NC2=CC=CC=C12)C1=CC(=CN1)C(=O)OC methyl 5-{4-[(1R)-1-({2-methyl-5-[(methylamino)methyl]phenyl}formamido)ethyl]quinolin-2-yl}-1H-pyrrole-3-carboxylate